Oxazolinone-3-d O1C(N(C=C1)[2H])=O